4'-amino-2,2':6',2''-terpyridine NC1=CC(=NC(=C1)C1=NC=CC=C1)C1=NC=CC=C1